Cl.FC1(CNCC1)F 3,3-Difluoropyrrolidine HCl